(1R,6S)-2,2-difluoro-6-{[(3R,4R)-4-methoxy-1-(propan-2-yl)pyrrolidin-3-yl]oxy}cyclohexan-1-amine FC1([C@@H]([C@H](CCC1)O[C@@H]1CN(C[C@H]1OC)C(C)C)N)F